2,2-Bis[4-hydroxyphenyl]propylcarbonat OC1=CC=C(C=C1)C(COC([O-])=O)(C)C1=CC=C(C=C1)O